FS(CC(C1=CC=CC=C1)(C1=CC=CC=C1)OCCC#CC)(F)(F)(F)F Pentafluoro-(2-(pent-3-yn-1-yloxy)-2,2-diphenylethyl)-λ6-sulphane